Diethyl 2-acetylsuccinate C(C)(=O)C(C(=O)OCC)CC(=O)OCC